C([C@H](C(=O)O)O)OP(=O)(O)O 3-Phospho-D-glycerate